C(OC1=C(C(=CC=C1)Br)Br)([O-])=O dibromophenyl carbonate